perfluorobutyl-butane FC(C(C(C(F)(F)F)(F)F)(F)F)(C(C(C(C(F)(F)F)(F)F)(F)F)(F)F)F